F[C@H]1C[C@H](N(C1)C(=O)OC(C)(C)C)C=O (2S,4S)-tert-Butyl 4-fluoro-2-formylpyrrolidine-1-carboxylate